NC[C@H]1CN(CCO1)C1=CC=C(N=N1)C1=C(C=C(C=C1C)C)O 2-[6-[(2S)-2-(aminomethyl)morpholin-4-yl]pyridazin-3-yl]-3,5-dimethyl-phenol